NC=1C2=C(N=CN1)N(C(=C2C2=CC=C(C=C2)OC2=NC=CC(=C2)C)C=2C=NN(C2)C2CCN(CC2)C(C=C)=O)C 1-(4-(4-(4-amino-7-methyl-5-(4-((4-methylpyridin-2-yl)oxy)phenyl)-7H-pyrrolo[2,3-d]pyrimidin-6-yl)-1H-pyrazol-1-yl)piperidin-1-yl)prop-2-en-1-one